O1CCOC2=C1C=CC=C2C2=CC=C(C(=N2)OC)NC2=CC=C(C=C2)CNC[C@H]2NCCOC2 [6-(2,3-Dihydro-benzo[1,4]dioxin-5-yl)-2-methoxy-pyridin-3-yl]-(4-{[((R)-1-morpholin-3-ylmethyl)-amino]-methyl}-phenyl)-amine